The molecule is a phosphinic ester that is the isopropyl ester of methylphosphonofluoridic acid. It is a phosphinic ester and a fluorine molecular entity. CC(C)OP(=O)(C)F